3-fluoro-N-(7-methoxy-4-(1-methyl-3-phenyl-1H-pyrazol-4-yl)quinazolin-6-yl)bicyclo[1.1.1]pentane-1-carboxamide FC12CC(C1)(C2)C(=O)NC=2C=C1C(=NC=NC1=CC2OC)C=2C(=NN(C2)C)C2=CC=CC=C2